C1(=CC=CC2=NC3=CC=C(C=C3N=C12)CCS(=O)(=O)[O-])CCS(=O)(=O)[O-] 2,2'-(phenazine-1,8-diyl)bis(ethane-1-sulfonate)